ClC1=CC=C(C=CC2=CC=C(C=C2)C2=CC=C(C=C2)C=CC2=C(C=CC=C2)S(=O)(=O)O)C=C1 4-(4-chlorostyryl)-4'-(2-sulfostyryl)-biphenyl